C(=C)OCC1(C2C=CC(C1)C2)COC=C 5,5-Bis[(ethenyloxy)methyl]bicyclo[2.2.1]hept-2-ene